ClC=1C=C(C=C(C1)Cl)N1N=C(C2=C1C1=C(OCC2)C=C(C(=C1)C=1C=NC=C(C(=O)N)C1)OC)C(=O)N1C(COCC1)(C)C 5-(1-(3,5-dichlorophenyl)-3-(3,3-dimethylmorpholine-4-carbonyl)-8-methoxy-4,5-dihydro-1H-benzo[2,3]oxepino[4,5-c]pyrazol-9-yl)nicotinamide